3-(4-(3-fluoro-2-(trifluoromethyl)phenyl)piperidin-1-carbonyl)-N-methyl-1,4,6,7-tetrahydro-5H-pyrazolo[4,3-c]pyridin-5-carboxamide FC=1C(=C(C=CC1)C1CCN(CC1)C(=O)C1=NNC2=C1CN(CC2)C(=O)NC)C(F)(F)F